6-chloro-1-(2,6-diethylphenyl)-7-((2R)-2-(hydroxymethyl)-1-pyrrolidinyl)-4-((2S)-2-methyl-4-(2-propenoyl)-1-piperazinyl)pyrido[2,3-d]pyrimidin-2(1H)-one ClC1=CC2=C(N(C(N=C2N2[C@H](CN(CC2)C(C=C)=O)C)=O)C2=C(C=CC=C2CC)CC)N=C1N1[C@H](CCC1)CO